11-[(2,4-bis(trifluoromethyl)phenyl)]Undecanoic acid FC(C1=C(C=CC(=C1)C(F)(F)F)CCCCCCCCCCC(=O)O)(F)F